1'-(3-chloro-4-methoxy-2-pyridinyl)-2-(2-ethoxy-3-pyridinyl)-7-[[(2R)-pyrrolidin-2-yl]methyl]spiro[6,8-dihydro-1,7-naphthyridine-5,4'-piperidine] ClC=1C(=NC=CC1OC)N1CCC2(CC1)C=1C=CC(=NC1CN(C2)C[C@@H]2NCCC2)C=2C(=NC=CC2)OCC